2-piperazin-2-ylacetonitrile N1C(CNCC1)CC#N